CN(CCNCCO)C 2-((2-(dimethylamino)ethyl)amino)-1-ethanol